N-(Adamantan-1-yl)-2-(4-(trifluoromethyl)phenyl)oxazole-4-carboxamide C12(CC3CC(CC(C1)C3)C2)NC(=O)C=2N=C(OC2)C2=CC=C(C=C2)C(F)(F)F